6-(4-bromobutoxy)-1H-indazole BrCCCCOC1=CC=C2C=NNC2=C1